C1(CCCC1)C1=CC=C2C(=N1)NC=C2C2=CC=1N(C=C2)N=CC1C(=O)N1CCN(CC1)C (5-(6-cyclopentyl-1H-pyrrolo[2,3-b]pyridin-3-yl)pyrazolo[1,5-a]pyridin-3-yl)(4-methylpiperazin-1-yl)methanone